O=C1NC(CCC1N1C(N(C2=C1C=CC(=C2)CCCCCCC(=O)N2CC(N(CC2)C(=O)OC(C)(C)C)C(=O)OC(C)(C)C)C)=O)=O Ditert-butyl 4-[7-[1-(2,6-dioxo-3-piperidyl)-3-methyl-2-oxo-benzimidazol-5-yl]heptanoyl]piperazine-1,2-dicarboxylate